2-methyl-5-(5-(oxazol-2-yl)pyridin-3-yl)phenyl benzylcarbamate C(C1=CC=CC=C1)NC(OC1=C(C=CC(=C1)C=1C=NC=C(C1)C=1OC=CN1)C)=O